2,3-dicyanopropionic acid C(#N)C(C(=O)O)CC#N